6-chloro-5-(3-chloropiperazin-1-yl)-2,3-dihydro-1,4-benzodioxine ClC1=C(C2=C(OCCO2)C=C1)N1CC(NCC1)Cl